C(C=C)(=O)N1C[C@@H](CC1)NC1=C2C(=C(NC2=C(C=C1)C(=O)N)C)C (R)-4-((1-acryloylpyrrolidin-3-yl)amino)-2,3-dimethyl-1H-indole-7-carboxamide